4-(thien-3-yl)-1-(4-(trifluoromethyl)benzyl)-1H-1,2,3-triazole-5-carboxylic acid S1C=C(C=C1)C=1N=NN(C1C(=O)O)CC1=CC=C(C=C1)C(F)(F)F